BrC=1C(=NC=NC1C(F)(F)F)Cl 5-bromo-4-chloro-6-(trifluoromethyl)pyrimidine